Benzyl (furan-2-ylmethyl)(2-iodophenyl)carbamate O1C(=CC=C1)CN(C(OCC1=CC=CC=C1)=O)C1=C(C=CC=C1)I